ClC1=C(C=C(C=C1)N(C(C)=O)C1=NC=CC(=C1)NC(CC1=C(C=CC=C1)Cl)=O)C#N N-(4-chloro-3-cyanophenyl)-N-{4-[2-(2-chlorophenyl)acetamido]pyridin-2-yl}acetamide